C(C1=CC=CC=C1)C=1C=C(C=CC1)C(C=O)C 2-(3-benzyl-phenyl)-propanal